O=C1NC(CCC1N1C(C2=CC=C(C(=C2C1)F)C(=O)N[C@@H](C(F)(F)F)C1=CC=C(C=C1)C)=O)=O 2-(2,6-dioxopiperidin-3-yl)-4-fluoro-1-oxo-N-((R)-2,2,2-trifluoro-1-p-tolylethyl)isoindoline-5-carboxamide